ClC=1C=C(C(=O)NC2=C3C(N(C(=NC3=C(C=C2)C)C)CC2=NC=CC=C2C(F)(F)F)=O)C=C(C1O)Cl 3,5-dichloro-N-(2,8-dimethyl-4-oxo-3-((3-(trifluoromethyl)pyridin-2-yl)methyl)-3,4-dihydroquinazolin-5-yl)-4-hydroxybenzamide